C(C)(C)[NH+]1CN(C2=C1C=CC=C2)C(C)C 1,3-diisopropyl-1H-benzimidazolium